((2-(methylsulfonyl)ethoxy)methyl)benzene tert-Butyl-1-oxa-10-azadispiro[2.0.44.43]dodecane-10-carboxylate C(C)(C)(C)OC(=O)N1CC2(C3(CO3)CC1)CCCC2.CS(=O)(=O)CCOCC2=CC=CC=C2